C1CC12CN(CCC2)C2C(CN(CC2)C(=O)OC(C)(C)C)F tert-Butyl 4-(5-azaspiro[2.5]octan-5-yl)-3-fluoropiperidine-1-carboxylate